C1(=CC=CC=C1)C(C(=O)NC1=CC=C(C=C1)C1=NNC(=C1C(=O)N)NC1=NC=CC=C1)C1=CC=CC=C1 3-(4-(2,2-diphenyl-acetamido)phenyl)-5-(pyridin-2-ylamino)-1H-pyrazole-4-carboxamide